ClC=1C=C(C=CC1C1CC1)C=1C=C2CCC(C2=C(C1C)C)N1CC(C1)(O)C 1-(5-(3-chloro-4-cyclopropylphenyl)-6,7-dimethyl-2,3-dihydro-1H-inden-1-yl)-3-methylazetidin-3-ol